C(#N)C1=C(N(N=C1C1=C(C=C(C=C1)CC(=O)NC1=CC(=NO1)CC(C)(C)C)C)C(C)C)NC(OC(C)(C)C)=O tert-Butyl N-[4-cyano-5-[4-[2-[[3-(2,2-dimethylpropyl)isoxazol-5-yl]amino]-2-oxoethyl]-2-methylphenyl]-2-isopropyl-pyrazol-3-yl]carbamate